tert-butyl (2R,5S)-4-(6-chloro-7-(cyclohex-1-en-1-yl)-1-(2-isopropyl-4-methylpyridin-3-yl)-2-oxo-1,2-dihydropyrido[2,3-d]pyrimidin-4-yl)-2,5-dimethylpiperazine-1-carboxylate ClC1=CC2=C(N(C(N=C2N2C[C@H](N(C[C@@H]2C)C(=O)OC(C)(C)C)C)=O)C=2C(=NC=CC2C)C(C)C)N=C1C1=CCCCC1